CC(CCCCCC(N)N)CCCCC(CCCCCC)C 7,12-dimethyloctadecanediamine